ethyl (2R,3R)-3-(4-bromobenzyl)pyrrolidine-2-carboxylate BrC1=CC=C(C[C@H]2[C@@H](NCC2)C(=O)OCC)C=C1